FC=1C(=C(C=C(C1)F)C1(CC1)C=O)[N+](=O)[O-] 1-(3,5-difluoro-2-nitrophenyl)cyclopropanecarboxaldehyde